2-(3-(6-(trifluoromethyl)-2-(2-(trifluoromethyl)azetidin-1-yl)pyrimidin-4-yl)-3-azabicyclo[3.1.1]heptane-6-yl)acetic acid FC(C1=CC(=NC(=N1)N1C(CC1)C(F)(F)F)N1CC2C(C(C1)C2)CC(=O)O)(F)F